CC1(C=2CC[C@H](CC2CCC1)C=O)C |r| (+/-)-5,5-dimethyl-1,2,3,4,5,6,7,8-octahydro-2-naphthalene-carbaldehyde